4-amino-2-(1,1-dimethylinden-5-yl)-6-methyl-pyrimidine-5-carboxylic acid NC1=NC(=NC(=C1C(=O)O)C)C=1C=C2C=CC(C2=CC1)(C)C